(R)-2-(2-((1-ethylpiperidin-3-yl)amino)-7-methyl-[1,2,4]triazolo[1,5-a]pyrimidin-5-yl)-3-methyl-5-(trifluoromethyl)phenol C(C)N1C[C@@H](CCC1)NC1=NN2C(N=C(C=C2C)C2=C(C=C(C=C2C)C(F)(F)F)O)=N1